2-(3-t-butyl-2-hydroxy-5-(2-octyloxycarbonyl)ethylphenyl)-2H-benzotriazole C(C)(C)(C)C=1C(=C(C=C(C1)CCC(=O)OC(C)CCCCCC)N1N=C2C(=N1)C=CC=C2)O